[Na].[Na].[AsH3] arsine disodium